(R or S)-N-(2-(2-(2-(2-aminoethoxy)ethoxy)ethoxy)ethyl)-3-(6,8-dichloro-2-methyl-1,2,3,4-tetrahydroisoquinolin-4-yl)benzenesulfonamide NCCOCCOCCOCCNS(=O)(=O)C1=CC(=CC=C1)[C@H]1CN(CC2=C(C=C(C=C12)Cl)Cl)C |o1:22|